ClC1=C(C=NC(=C1F)Cl)C(=O)OCC Ethyl 4,6-dichloro-5-fluoro-pyridine-3-carboxylate